(S)-5-chloro-4-fluoro-2-(((2R,7aS)-2-fluorotetrahydro-1H-pyrrolizin-7a(5H)-yl)methoxy)-9-methyl-10-(oxazol-5-ylmethyl)-9,10-dihydro-8H-7-oxa-1,3,6,10-tetraazacyclohepta[de]naphthalene ClC1=C(C=2N=C(N=C3C2C(=N1)OC[C@@H](N3CC3=CN=CO3)C)OC[C@]31CCCN1C[C@@H](C3)F)F